CC(C)NC(=O)O[C@H]1C[C@H](CC1)C1=NN(C(=C1)NC1=CC=CC2=C1N(S(C2)(=O)=O)C)C(C)(C)C (1R,3S)-3-{5-[(1-methyl-2,2-dioxo-1,3-dihydro-2λ6-benzo[2,1-c][1,2]thiazol-7-yl)amino]-1-(2-methylprop-2-yl)pyrazol-3-yl}cyclopentyl (prop-2-ylamino)methanoate